4-(2-ethyl-3-((4-(4-fluorophenyl)thiazol-2-yl)(methyl)amino)imidazo[1,2-a]pyridin-6-yl)-1-(methylsulfonyl)piperidin-3-ol C(C)C=1N=C2N(C=C(C=C2)C2C(CN(CC2)S(=O)(=O)C)O)C1N(C)C=1SC=C(N1)C1=CC=C(C=C1)F